CC=1C(=C(C=C(C1)C)C1=CC=C(C=C1)C=C)NC(CC1=CC=C(C=C1)F)=O N-(3,5-Dimethyl-4'-vinyl-biphenyl-2-yl)-2-(4-fluoro-phenyl)-acetamide